CC1OC(CNC1)C(=O)O 6-methyl-morpholine-2-carboxylic acid